(R)-2-fluoro-3-hydroxy-3-methylbutyl-4-((2-hydroxypropyl)amino)-6-(thiazol-5-yl)quinoline-3-carboxamide F[C@H](CC1=NC2=CC=C(C=C2C(=C1C(=O)N)NCC(C)O)C1=CN=CS1)C(C)(C)O